C(C)(=O)OC=1C=C2C(=NC(=NC2=CC1OC)Cl)Cl 2,4-dichloro-7-methoxyquinazolin-6-yl acetate